6-(4-(3,4-Difluorophenyl)-1-methyl-1H-imidazol-5-yl)benzo[d]thiazole FC=1C=C(C=CC1F)C=1N=CN(C1C1=CC2=C(N=CS2)C=C1)C